C(C)N(S(=O)(=O)C1=CC=C(C=C1)S(=O)(=O)N1C[C@@H](CCC1)C(=O)N(CC)CC)CC (R)-1-((4-(N,N-diethylsulfamoyl)phenyl)sulfonyl)-N,N-diethylpiperidine-3-carboxamide